12,12-dimethyl-2λ6-thia-3,9,11,18,23-pentaazatetracyclo[17.3.1.111,14.05,10]tetracosa-1(23),5(10),6,8,19,21-hexaene-2,2,4-trione CC1(N2C=3N=CC=CC3C(NS(C=3C=CC=C(NCCCC(C1)C2)N3)(=O)=O)=O)C